tert-butyl (2S,6S)-4-[4-(fluoromethyl)-3-[(8-fluoro-2-methyl-imidazo[1,2-a]pyridin-6-yl)amino]-1-tetrahydropyran-2-yl-indazol-6-yl]-2,6-dimethyl-piperazine-1-carboxylate FCC1=C2C(=NN(C2=CC(=C1)N1C[C@@H](N([C@H](C1)C)C(=O)OC(C)(C)C)C)C1OCCCC1)NC=1C=C(C=2N(C1)C=C(N2)C)F